methyl (Z)-3-(((2,5-difluoro-4-methyl-3-nitrophenyl)(hydroxyimino)methyl)carbamoyl)azetidine-1-carboxylate FC1=C(C=C(C(=C1[N+](=O)[O-])C)F)/C(=N/O)/NC(=O)C1CN(C1)C(=O)OC